Cl.FC1=C(C(=O)NCC23CCC(CC2)(CC3)C3=NOC(=N3)C3=NC(=NC=C3)N3CCN(CC3)C)C=C(C(=C1F)O)F 2,3,5-trifluoro-4-hydroxy-N-[(4-{5-[2-(4-methylpiperazin-1-yl)pyrimidin-4-yl]-1,2,4-oxadiazol-3-yl}bicyclo[2.2.2]octan-1-yl)methyl]benzamide, hydrochloride salt